6-bromo-7-fluorobenzo[d]thiazole BrC1=C(C2=C(N=CS2)C=C1)F